C(OCC(C)(C)OC(C)C1=CCC(C1)(C)C)(OCC)=O 2-[1-(4,4-dimethyl-1-cyclopenten-1-yl) ethoxy]-2-methylpropyl ethyl carbonate